FC=1C(=NC=CC1C1=C(C=2CCC2C=C1)NC(=O)N=[S@](=O)(N)C=1C=NN2C1OCCC2)OC (R)-N'-((3-(3-fluoro-2-methoxypyridin-4-yl)bicyclo[4.2.0]octa-1(6),2,4-trien-2-yl)carbamoyl)-6,7-dihydro-5H-pyrazolo[5,1-b][1,3]oxazine-3-sulfonimidamide